(E)-2-acetoxy-4-methoxy-6-styrylbenzoic acid methyl ester COC(C1=C(C=C(C=C1\C=C\C1=CC=CC=C1)OC)OC(C)=O)=O